tert-butyl (1R,5S)-3-(6-(2,2-difluoroethoxy)pyrazolo[1,5-a]pyridin-3-yl)-8-azabicyclo[3.2.1]octane-8-carboxylate FC(COC=1C=CC=2N(C1)N=CC2C2C[C@H]1CC[C@@H](C2)N1C(=O)OC(C)(C)C)F